3-Chlorobenzyl ((2S)-1-(((2S)-5-((4-chlorophenethyl)(methyl)amino)-1-(diethoxyphosphoryl)-1-hydroxy-5-oxopentan-2-yl)amino)-3-cyclohexyl-1-oxopropan-2-yl)carbamate ClC1=CC=C(CCN(C(CC[C@@H](C(O)P(=O)(OCC)OCC)NC([C@H](CC2CCCCC2)NC(OCC2=CC(=CC=C2)Cl)=O)=O)=O)C)C=C1